ethyl 11-dodecenoate C(CCCCCCCCCC=C)(=O)OCC